N[C@H]1CN(CCC1)C(=O)C1=NN(C(=C1)C1=CC(=C(C#N)C=C1)F)C1=C(C=C(C=C1)N1CC(CC(C1)C)C)F 4-(3-((R)-3-Aminopiperidin-1-carbonyl)-1-(4-(3,5-dimethylpiperidin-1-yl)-2-fluorophenyl)-1H-pyrazol-5-yl)-2-fluorobenzonitril